N1=CC(=CC=C1)C1=CC=C(C=C1)C1=CC(=NC=C1)N1C2=CC=C(C=C2C=2C=C(C=CC12)N1C2=CC=CC=C2C=2C=CC=CC12)N1C2=CC=CC=C2C=2C=CC=CC12 9'-(4-(4-(pyridin-3-yl)phenyl)pyridin-2-yl)-9'H-9,3':6',9''-tercarbazole